N1N=C(C=C1)S(=O)(=O)C=1C=C2C=NN(C(C2=CC1)=O)CC1=NC(=CC=C1)C 6-((1H-pyrazol-3-yl)sulfonyl)-2-((6-methylpyridin-2-yl)methyl)phthalazin-1(2H)-one